C(C)(C)(C)OC(=O)N1[C@@H](C[C@](C1)(F)COCC=C)C(=O)OCC1=CC=CC=C1 (2S,4R)-4-((allyloxy)methyl)-4-fluoropyrrolidine-1,2-dicarboxylic acid 2-benzyl ester 1-(tert-butyl) ester